O1C=2C(OCC1COCCC(S(=O)(=O)O)CCC)=CSC2 3-[(2,3-dihydrothieno[3,4-b]-[1,4]dioxin-2-yl)methoxy]-1-propyl-1-propanesulfonic acid